FC(C=1C(=C(C=CC1)[C@@H](C)NC=1C2=C(N=C(N1)C)OC(C(=C2C)NS(=O)(=O)C2=C(C=CC=C2)OC)=O)F)F (R)-N-(4-((1-(3-(difluoromethyl)-2-fluorophenyl)ethyl)amino)-2,5-dimethyl-7-oxo-7H-pyrano[2,3-d]pyrimidin-6-yl)-2-methoxybenzenesulfonamide